(2-(3,3-Difluorocyclopentyl)ethyl)-4-(4-methylpiperazin-1-yl)-1H-benzo[d]imidazole-1-carboxamide FC1(CC(CC1)CCC1=NC2=C(N1C(=O)N)C=CC=C2N2CCN(CC2)C)F